7-azaspiro[3.5]Nonane hydrochloride Cl.C1CCC12CCNCC2